ClCCCOC=1C(=C(C=CC1)C1=C(C=CC(=C1)OCCCBr)C)C 3-chloropropoxy-5'-bromopropoxy-2,2'-dimethyl-1,1'-biphenyl